C(C)N1N=C(C(=C1)C1=C(C=CC=C1F)[C@H]1C2=C(CN(C1)C(\C=C\[C@H](C)NC)=O)SC(=C2)C#N)C(F)(F)F (S)-4-(2-(1-Ethyl-3-(trifluoromethyl)-1H-pyrazol-4-yl)-3-fluorophenyl)-6-((S,E)-4-(methylamino)pent-2-enoyl)-4,5,6,7-tetrahydrothieno[2,3-c]pyridine-2-carbonitrile